(rac)-tert-Butyl cis-4-fluoro-4-(hydrazinecarbonyl)-2-methylpiperidine-1-carboxylate F[C@@]1(C[C@@H](N(CC1)C(=O)OC(C)(C)C)C)C(=O)NN |r|